[N+](=O)([O-])C=1C=C(C=CC1)[Se][Se]C1=CC(=CC=C1)[N+](=O)[O-] dl-m-nitrophenyl diselenide